FC1=C(C(=CC2=CN(N=C12)C)C1=NC2=CC=C(C=C2C=N1)N1C[C@@H](N([C@H](C1)C)C(=O)OC(C)(C)C)C)OCOC tert-butyl (2S,6S)-4-{2-[7-fluoro-6-(methoxymethoxy)-2-methylindazol-5-yl]quinazolin-6-yl}-2,6-dimethylpiperazine-1-carboxylate